C(C)N(CCN1N=CC2=CC(=CC(=C12)NC(\C=C\C)=O)NC1=NC=CC(=N1)C1=CN(C2=CC=CC=C12)S(=O)(=O)CC)CC (E)-N-(1-(2-(diethylamino)ethyl)-5-((4-(1-(ethylsulfonyl)-1H-indol-3-yl)pyrimidine-2-yl)amino)-1H-indazol-7-yl)-2-butenamide